C(C)(=O)N1[C@@H](CN(CC1)C(C=C)=O)C1=CC(=NC(=C1)Cl)C1=CC(=NC(=C1)F)C(=O)NC (R)-4-(1-acetyl-4-acryloylpiperazin-2-yl)-6-chloro-6'-fluoro-N-methyl-[2,4'-bipyridine]-2'-carboxamide